CN[C@@H](CC1=CC=CC=C1)C(=O)O N-methyl-phenylalanine